(1s,4s)-4-((5-(cinnolin-6-yl)-4-methoxy-7H-pyrrolo[2,3-d]pyrimidin-2-yl)amino)-1-ethylcyclohexan-1-ol N1=NC=CC2=CC(=CC=C12)C1=CNC=2N=C(N=C(C21)OC)NC2CCC(CC2)(O)CC